tert-butyl (E)-3-(6-bromoquinolin-3-yl)acrylate BrC=1C=C2C=C(C=NC2=CC1)/C=C/C(=O)OC(C)(C)C